3-(6-bromo-4-methylpyridin-2-yl)tetrahydrofuran-3-ol BrC1=CC(=CC(=N1)C1(COCC1)O)C